Tert-butyl(1-((S)-1-(((S)-4-(benzylamino)-3,4-dioxo-1-((S)-2-oxopyrrolidin-3-yl)butan-2-yl)amino)-3-cyclopropyl-1-oxopropan-2-yl)-2-oxo-1,2-dihydropyridin-3-yl)carbamat C(C)(C)(C)OC(NC=1C(N(C=CC1)[C@H](C(=O)N[C@@H](C[C@H]1C(NCC1)=O)C(C(=O)NCC1=CC=CC=C1)=O)CC1CC1)=O)=O